6-chloro-8-[3-(difluoromethyl)-1-bicyclo[1.1.1]pentanyl]-3-methyl-2-(trifluoromethyl)pyrimido[5,4-d]pyrimidin-4-one ClC=1N=C(C=2N=C(N(C(C2N1)=O)C)C(F)(F)F)C12CC(C1)(C2)C(F)F